C(C)(=O)OC1=CC=C(C=C1)COC(NCC=1C=C2CN(C(C2=CC1)=O)C1C(NC(CC1)=O)=O)=O 4-(((((2-(2,6-dioxopiperidin-3-yl)-1-oxoisoindolin-5-yl)methyl)carbamoyl)oxy)methyl)phenyl acetate